(2S,3S,4S,5R)-4-[[3-(3,4-difluorophenyl)-4,5-dimethyl-5-(trifluoromethyl)tetrahydrofuran-2-carbonyl]amino]pyridine-2-carboxamide FC=1C=C(C=CC1F)[C@H]1[C@H](O[C@]([C@H]1C)(C(F)(F)F)C)C(=O)NC1=CC(=NC=C1)C(=O)N